C(#N)[C@H]1N(CC(C1)(F)F)C(CNC(=O)C1=CC=NC2=C(C=CC=C12)NC(CCC(=O)O)=O)=O (S)-4-((4-((2-(2-cyano-4,4-difluoropyrrolidin-1-yl)-2-oxoethyl)carbamoyl)quinolin-8-yl)amino)4-oxobutanoic acid